BrC=1C=2CCC2C=C(C1)[N+](=O)[O-] 2-Bromo-4-nitrobicyclo[4.2.0]octa-1(6),2,4-triene